cyclopentyl-[rac-(3R)-3-[4-(6-oxo-1H-pyridin-3-yl)phenyl]-3-[[rac-(6S)-6-tert-butyl-5,6,7,8-tetrahydrothieno[2,3-b]quinoline-2-carbonyl]amino]propyl]ammonium C1(CCCC1)[NH2+]CC[C@@H](NC(=O)C1=CC=2C(=NC=3CC[C@@H](CC3C2)C(C)(C)C)S1)C1=CC=C(C=C1)C1=CNC(C=C1)=O |r|